[Si](C1=CC=CC=C1)(C1=CC=CC=C1)(C(C)(C)C)OCC[C@H](CCC)NC=1C2=C(N=C(N1)NC(OC)=O)C=NN2CC2=C(C=C(C(=C2)CNC)F)OC methyl (S)-(7-((1-((tert-butyldiphenylsilyl)-oxy)hexan-3-yl)amino)-1-(4-fluoro-2-methoxy-5-((methylamino)methyl)benzyl)-1H-pyrazolo-[4,3-d]pyrimidin-5-yl)carbamate